7-(3-(piperidine-1-carbonyl)pyrazolo[1,5-a]pyridin-7-yl)-3,4-dihydroisoquinolin-1(2H)-one N1(CCCCC1)C(=O)C=1C=NN2C1C=CC=C2C2=CC=C1CCNC(C1=C2)=O